3-[[2-(methacryloyloxy)ethyl]dimethylamino]propionic acid C(C(=C)C)(=O)OCCCN(CCC(=O)O)C